tert-butyl (3R)-4-[4-bromo-3-fluoro-2-(methoxycarbonyl)phenyl]-3-ethylpiperazine-1-carboxylate BrC1=C(C(=C(C=C1)N1[C@@H](CN(CC1)C(=O)OC(C)(C)C)CC)C(=O)OC)F